3-trimethylsilyl-1-propanesulfonic acid sodium salt [Na+].C[Si](CCCS(=O)(=O)[O-])(C)C